2-{3-fluoro-2,4-bis[(oxan-2-yloxy)methyl]phenyl}-4,4,5,5-tetramethyl-1,3,2-dioxaborolane FC=1C(=C(C=CC1COC1OCCCC1)B1OC(C(O1)(C)C)(C)C)COC1OCCCC1